(R)-8-(4-chloro-2-fluorophenyl)-2,3-dimethyl-6-(5-(1-methyl-1H-pyrazol-4-yl)-4-oxa-7-azaspiro[2.5]oct-7-yl)pyrimido[5,4-d]pyrimidin-4(3H)-one ClC1=CC(=C(C=C1)C1=NC(=NC2=C1N=C(N(C2=O)C)C)N2C[C@H](OC1(CC1)C2)C=2C=NN(C2)C)F